OC1=CC=C(C2COC3=CC(=C(C=C3C2)OC)O)C=C1 4',7-Dihydroxy-6-methoxyisoflavane